ClC1=CC(=C(C(=O)NC2=CC(NC=C2)=O)C=C1Cl)OC1=C(C=C(C=C1)F)OC 4,5-dichloro-2-(4-fluoro-2-methoxyphenoxy)-N-(2-oxo-1,2-dihydropyridin-4-yl)benzamide